C(C)N(CC)CCN(CCOC(OC(CCCCCCCCCC(=O)OCC(CCCCCCCC)CCCCCC)CCCCC)=O)CCO 2-hexyldecyl 3-ethyl-6-(2-hydroxyethyl)-10-oxo-12-pentyl-9,11-dioxa-3,6-diazaheneicosane-21-carboxylate